3-amino-N-cyclopropyl-2-hydroxy-4-(2-oxopyrrolidin-3-yl)butanamide hydrochloride Cl.NC(C(C(=O)NC1CC1)O)CC1C(NCC1)=O